C[As]([O-])([O-])=O.[NH4+].N(=[N+]=[N-])[C@H]1[C@@H](CSCC1)OCOCC[Si](C)(C)C.[NH4+] |o1:9,10| (2-((((3S*,4R*)-4-azidotetrahydro-2H-thiopyran-3-yl)oxy)methoxy)ethyl)trimethylsilane ammonium (methyl-arsonate)